C(F)(F)(F)F carbon fluorid